2-(6-amino-5-(8-(3-(piperazin-1-ylmethyl)phenyl)-3,8-diazabicyclo[3.2.1]octan-3-yl)pyridazin-3-yl)phenol dihydrochloride Cl.Cl.NC1=C(C=C(N=N1)C1=C(C=CC=C1)O)N1CC2CCC(C1)N2C2=CC(=CC=C2)CN2CCNCC2